4-(((6-((2-hydroxyphenyl)carbamoyl)quinolin-2-yl)methyl)amino)-4-oxobutanoic acid OC1=C(C=CC=C1)NC(=O)C=1C=C2C=CC(=NC2=CC1)CNC(CCC(=O)O)=O